4-((2-(azetidin-1-ylmethyl)-6-fluorobenzyl)amino)-5-chloro-2-fluoro-N-(thiazol-4-yl)benzenesulfonamide N1(CCC1)CC1=C(CNC2=CC(=C(C=C2Cl)S(=O)(=O)NC=2N=CSC2)F)C(=CC=C1)F